FC1=C(C=C(C=C1)F)C(\C=C(\C)/N(C)C)=O (Z)-1-(2,5-difluorophenyl)-3-(dimethylamino)but-2-en-1-one